3,5-dimethyl-aniline hydroiodide I.CC=1C=C(N)C=C(C1)C